FC(C(=O)N1CC(C1)N1N=C(C=2C1=NC=CC2)C2=CC=C(C=C2)C(C)C)=C 2-fluoro-1-(3-(3-(4-isopropylphenyl)-1H-pyrazolo[3,4-b]pyridin-1-yl)azetidin-1-yl)prop-2-en-1-one